C(N)(=N)C=1C=C(SC1)[C@@H](NC(C(C)(C)C)=O)C1CC1 (S)-N-((4-carbamimidoylthiophen-2-yl)(cyclopropyl)methyl)pivalamide